3-[[2-[4-[4-ethoxy-6-[(4-methoxyphenyl)methoxy]-3-pyridyl]-2-fluoro-phenyl]acetyl]amino]-N-[[(2R)-1-methylpyrrolidin-2-yl]methyl]-5-(trifluoromethyl)benzamide C(C)OC1=C(C=NC(=C1)OCC1=CC=C(C=C1)OC)C1=CC(=C(C=C1)CC(=O)NC=1C=C(C(=O)NC[C@@H]2N(CCC2)C)C=C(C1)C(F)(F)F)F